ClC=1C=CC2=C(NC[C@H](O2)C(=O)NC23CC(C2)(C3)N3N=CC(=C3)OCCOC(F)(F)F)C1 (2S)-6-chloro-N-(3-{4-[2-(trifluoromethoxy)ethoxy]-1H-pyrazol-1-yl}bicyclo[1.1.1]pentan-1-yl)-3,4-dihydro-2H-1,4-benzoxazine-2-carboxamide